Tert-butyl (S)-2-((4-(6-((2-(2,2-difluoroethyl)-2H-indazol-6-yl) methoxy) pyridin-2-yl) piperidin-1-yl) methyl)-1-(oxetan-2-ylmethyl)-1H-benzo[d]imidazole-6-carboxylate FC(CN1N=C2C=C(C=CC2=C1)COC1=CC=CC(=N1)C1CCN(CC1)CC1=NC2=C(N1C[C@H]1OCC1)C=C(C=C2)C(=O)OC(C)(C)C)F